N-[1-(5-chloro-3-fluoro-2-pyridyl)azetidin-3-yl]-3,4-dimethyl-pyrimido[4',5':4,5]thieno[2,3-c]pyridazin-8-amine ClC=1C=C(C(=NC1)N1CC(C1)NC1=NC=NC2=C1SC=1N=NC(=C(C12)C)C)F